((R)-(2-Chloro-3-fluorophenyl)(1-fluorocyclopropyl)methoxy)-N-((R,E)-4-(methylsulfonyl)but-3-en-2-yl)pyrimidine-2-carboxamide ClC1=C(C=CC=C1F)[C@@H](OC1=NC(=NC=C1)C(=O)N[C@H](C)\C=C\S(=O)(=O)C)C1(CC1)F